benzyl-(R)-4-(methoxy(methyl)carbamoyl)-2,2-dimethyloxazolidine-3-carboxylate C(C1=CC=CC=C1)OC(=O)N1C(OC[C@@H]1C(N(C)OC)=O)(C)C